FC=1C(=C(C=CC1[N+](=O)[O-])N1CCC(CC1)C)C 1-(3-fluoro-2-methyl-4-nitrophenyl)-4-methylpiperidine